tert-butyl (R)-2-(1-((8-fluoro-2-methylimidazo[1,2-a]pyridin-6-yl) carbamoyl)-2,3-dihydro-1H-pyrrolo[2,3-b]pyridin-4-yl)-6-oxa-2,9-diazaspiro[4.5]decane-9-carboxylate FC=1C=2N(C=C(C1)NC(=O)N1CCC=3C1=NC=CC3N3C[C@@]1(CC3)OCCN(C1)C(=O)OC(C)(C)C)C=C(N2)C